(S)-N-((R or S)-(3-chloro-4-(trifluoromethoxy)phenyl)(2-(trifluoro-methyl)pyrimidin-4-yl)methyl)-2-oxooxazolidine-5-carboxamide ClC=1C=C(C=CC1OC(F)(F)F)[C@@H](NC(=O)[C@@H]1CNC(O1)=O)C1=NC(=NC=C1)C(F)(F)F |o1:12|